Cl.N[C@@H](CCSC)C(=O)O L-methionine HCl salt